Mono-decyl maleate C(\C=C/C(=O)[O-])(=O)OCCCCCCCCCC